2-(2-(3-(3-(9H-purin-6-yl)pyridin-2-ylamino)-4-methylphenyl)-1H-benzo[d]imidazol-6-yl)-2-methylpropanenitrile N1=CN=C2NC=NC2=C1C=1C(=NC=CC1)NC=1C=C(C=CC1C)C1=NC2=C(N1)C=C(C=C2)C(C#N)(C)C